CC1=CC(=NC=C1OC1=CC(=C2C(=N1)N(C=N2)C)NC2=NC=C(C=C2)S(=O)(=O)C)C#N 4-methyl-5-[3-methyl-7-[(5-methanesulfonyl-2-pyridinyl)amino]imidazo[4,5-b]pyridin-5-yl]oxy-pyridine-2-carbonitrile